pentaethylene glycol methylpentyl ether CC(CCCC)OCCOCCOCCOCCOCCO